methoxyacetic acid 6-tert-butyl-8-fluoro-2,3-dimethylquinolin-4-yl ester C(C)(C)(C)C=1C=C2C(=C(C(=NC2=C(C1)F)C)C)OC(COC)=O